Cl.N1(CCCCCC1)CC[C@H](CSC1=CC=CC=C1)N (R)-4-(azepan-1-yl)-1-(phenylthio)butan-2-amine hydrochloride